CN1C(CCC2=CC=CC=C12)=O 1-methyl-3,4-dihydro-2(1H)-quinolinone